5,7-dimethoxychroman-3,4-diol COC1=C2C(C(COC2=CC(=C1)OC)O)O